C(C1=CC=CC=C1)OC(=O)N1[C@]([C@H](C1)C)(CO)CCO (2R,3S)-2-(2-hydroxyethyl)-2-(hydroxymethyl)-3-methylazetidine-1-carboxylic acid benzyl ester